(R)-2-(3-(3,5-difluoro-6-(piperidin-3-ylamino)pyridin-2-yl)imidazo[1,2-a]pyrazin-6-yl)propan-2-ol FC=1C(=NC(=C(C1)F)N[C@H]1CNCCC1)C1=CN=C2N1C=C(N=C2)C(C)(C)O